C1(CC1)CNC1=NC=CC(=C1)C1=CN(C2=NC=C3C(=C21)N=C(N3C)C3CCNCC3)S(=O)(=O)C3=CC=CC=C3 N-(cyclopropylmethyl)-4-(3-methyl-6-(benzenesulfonyl)-2-(piperidin-4-yl)-3,6-dihydroimidazo[4,5-d]pyrrolo[2,3-B]pyridin-8-yl)pyridin-2-amine